N-(2-aminobenzyl)-2-ethynyl-thiazole-4-carboxamide NC1=C(CNC(=O)C=2N=C(SC2)C#C)C=CC=C1